C1CCC2=C(C=3CCCC3C=C12)NC(=O)N=[S@@](=O)(N)C1=CC=CC=C1 |o1:16| (S) or (R)-N'-((1,2,3,5,6,7-hexahydro-s-indacen-4-yl)carbamoyl)benzenesulfonimidamide